(1R,3S,4R)-N-((S)-1-cyano-2-((S)-2-oxopyrrolidin-3-yl)ethyl)-2-((R)-3-cyclobutyl-2-(2,2,2-trifluoroacetamido)propanoyl)-5,5-difluoro-2-azabicyclo[2.2.2]octane-3-carboxamide C(#N)[C@H](C[C@H]1C(NCC1)=O)NC(=O)[C@H]1N([C@H]2CC([C@@H]1CC2)(F)F)C([C@@H](CC2CCC2)NC(C(F)(F)F)=O)=O